ClC1=NC=C(C(=N1)C1=CN(C2=C(C=CC=C12)[N+](=O)[O-])S(=O)(=O)C1=CC=C(C=C1)C)F 3-(2-chloro-5-fluoropyrimidin-4-yl)-1-(4-methylbenzenesulfonyl)-7-nitro-1H-indole